FC1=CC=C(C2=C1B(OC2)O)CO 7-fluoro-4-(hydroxymethyl)benzo[c][1,2]oxaborol-1(3H)-ol